FC1=C(C=C(C=C1C[C@@H]1N(CC2(CC2)[C@@H]1NS(=O)(=O)CF)C([C@@H](C)F)=O)F)C1=CC=CC=C1 N-((6S,7S)-6-((2,5-difluoro-[1,1'-biphenyl]-3-yl)methyl)-5-((R)-2-fluoropropanoyl)-5-azaspiro[2.4]heptan-7-yl)-1-fluoromethanesulfonamide